ClC=1C(=NC=CC1)[C@@H]1[C@H](C1)C(=O)NC1=NSC(=N1)NCC=1N=C2N(C=C(C=C2)C2CC2)C1 |r| rac-(1S*,2S*)-2-(3-chloropyridinyl)-N-(5-(((6-cyclopropylimidazo[1,2-a]pyridin-2-yl)methyl)amino)-1,2,4-thiadiazol-3-yl)cyclopropane-1-carboxamide